NCCOCCOCCOCCO 2-(2-(2-(2-aminoethoxy)ethoxy)ethoxy)ethane-1-ol